2-[3-chloro-2-fluoro-4-[8-[4-[4-[(3R,4R)-3-hydroxypiperidine-4-carbonyl]piperazine-1-carbonyl]-3-methyl-anilino]imidazo[1,2-a]pyrazin-3-yl]phenoxy]acetonitrile formate C(=O)O.ClC=1C(=C(OCC#N)C=CC1C1=CN=C2N1C=CN=C2NC2=CC(=C(C=C2)C(=O)N2CCN(CC2)C(=O)[C@H]2[C@H](CNCC2)O)C)F